(2R,3S,4R,5R)-5-(4-aminopyrrolo[2,1-f][1,2,4]triazin-7-yl)-5-cyano-4-hydroxy-2-(((((isobutyryloxy)methoxy)((pivaloyloxy) methoxy)phosphoryl)oxy)methyl)tetrahydrofuran-3-yl L-valinate N[C@@H](C(C)C)C(=O)O[C@@H]1[C@H](O[C@@]([C@@H]1O)(C#N)C1=CC=C2C(=NC=NN21)N)COP(=O)(OCOC(C(C)(C)C)=O)OCOC(C(C)C)=O